tert-butyl 3-(5-iodopyridin-2-yl)-3,8-diazabicyclo[3.2.1]octane-8-carboxylate IC=1C=CC(=NC1)N1CC2CCC(C1)N2C(=O)OC(C)(C)C